Tris(2,6-dimethoxyphenyl)phosphonium COC1=C(C(=CC=C1)OC)[PH+](C1=C(C=CC=C1OC)OC)C1=C(C=CC=C1OC)OC